FC(C1=CC(=NO1)CP(OCC)(OCC)=O)(F)F Diethyl ((5-(trifluoromethyl)isoxazol-3-yl)methyl)phosphonate